ClC1=CC(=C(C=C1)C1(OC2=C(C=CC=C2C=C1)C1CCNCC1)[2H])OC([2H])([2H])[2H] 4-(2-(4-chloro-2-(methoxyl-d3)phenyl)-2H-chromen-8-yl-2-d)piperidine